2,3-diamino-6-p-fluorobenzylaminopyridine NC1=NC(=CC=C1N)NCC1=CC=C(C=C1)F